C1C=CC=C2N=CC3=C(C=C21)C=CC=C3 1H-dibenzo[b,e]azepin